5-bromo-2-chloro-4-(methoxy)pyridine BrC=1C(=CC(=NC1)Cl)OC